3-[4-(2-methanesulfonamidoethyl)piperazin-1-yl]propanamide CS(=O)(=O)NCCN1CCN(CC1)CCC(=O)N